OC1=C2C=CCN(C2=CC=C1)S(=O)(=O)O 5-hydroxy-1-quinolinesulfonic acid